pentane-2,4-diyldicarbamate CC(CC(C)NC([O-])=O)NC([O-])=O